N1(CCCCC1)C(=O)OOCC1OC(OC1)(C)C ((2,2-dimethyl-1,3-dioxolan-4-yl) methoxy) piperidine-1-carboxylate